C(C)C1=C(C=CC(=C1)N1[C@@H]2CN([C@H](C1)C2)C)NC2=NC=C(C(=N2)NCCCN2C(OC=CC2)=O)C#N 2-((2-Ethyl-4-((1S,4S)-5-methyl-2,5-diazabicyclo[2.2.1]hept-2-yl)phenyl)amino)-4-((3-(2-oxo-1,3-oxazin-3-yl)propyl)amino)pyrimidine-5-carbonitrile